C(C)(C)(C)OC(N[C@H]1CN[C@@H](CC1)C)=O (3R,6R)-6-methylpiperidine-3-carbamic acid tert-butyl ester